N=1NN=NC1C=1N=C2C(=C3C(N=C2)=NC=C3)N1 2-(2H-tetrazol-5-yl)imidazo[4,5-d]Pyrrolo[2,3-b]Pyridine